C1(C(CC2=CC=CC=C12)=O)=O indan-1,2-dione